Cl.NC/C(/COC=1C=C2CCN(C(C2=CC1)=O)CC(=O)NC1CC(C1)(F)F)=C\F [6-[(E)-2-(aminomethyl)-3-fluoro-allyloxy]-1-oxo-3,4-dihydro-isoquinolin-2-yl]-N-(3,3-difluorocyclobutyl)-acetamide hydrochloride